(E)-1-Hydroxy-4-[4-[(E)-3-[4-[(4-methylpiperazin-1-yl)methyl]phenyl]-3-oxoprop-1-enyl]phenyl]but-3-en-2-one OCC(\C=C\C1=CC=C(C=C1)\C=C\C(=O)C1=CC=C(C=C1)CN1CCN(CC1)C)=O